C(#N)C1=NC=2CN(CCC2C=C1)C(=O)OC(C)(C)C tert-butyl 2-cyano-6,8-dihydro-5H-1,7-naphthyridine-7-carboxylate